NCCN1N(C(C=2CN(CCC21)CC2=CC(=CC(=C2)F)F)=O)CC2=C(C=C(C=C2)F)CO 1-(2-aminoethyl)-5-(3,5-difluorobenzyl)-2-(4-fluoro-2-(hydroxymethyl)benzyl)-1,2,4,5,6,7-hexahydro-3H-pyrazolo[4,3-c]pyridin-3-one